C(C)(C)(C)OC(=O)N1C[C@H](CC1)[C@@H](C(=O)O)CC1=CC(=CC=C1)N1C(N(CC1)C1=CC(=CC=C1)OC)=O (2S)-2-[(3R)-1-tert-Butoxycarbonylpyrrolidin-3-yl]-3-[3-[3-(3-methoxyphenyl)-2-oxo-imidazolidin-1-yl]phenyl]propanoic acid